COC=1C=C(C=2C(C[C@H](OC2C1)C1=CC=C(O)C=C1)=O)O 7-O-methylnaringenin